ClC=1C(=C2C(N(CN(C2=CC1C#N)C1=C(C=C(C=C1)F)C)C1=C(NC(C=C1)=O)C)=O)F 6-chloro-5-fluoro-1-(4-fluoro-2-methylphenyl)-3-(2-methyl-6-oxo-1,6-dihydropyridin-3-yl)-4-oxo-1,2,3,4-tetrahydroquinazoline-7-carbonitrile